C(C)(C)(C)OC(=O)N1CCN(CC1)CC=CC#N.C(C1CO1)N(CC1CO1)CC1CCC(CC1)CN(CC1CO1)CC1CO1 1,4-bis(N,N-diglycidylaminomethyl)cyclohexane (E)- and (Z)-tert-butyl-4-(3-cyanoallyl)piperazine-1-carboxylate